methyl (S)-2-((4-(6-((4-cyano-2-fluorobenzyl)oxy)pyridin-2-yl)piperidin-1-yl)methyl)-3-(oxetan-2-ylmethyl)-3H-thieno[2,3-d]imidazole-5-carboxylate C(#N)C1=CC(=C(COC2=CC=CC(=N2)C2CCN(CC2)CC2=NC3=C(N2C[C@H]2OCC2)SC(=C3)C(=O)OC)C=C1)F